CNC(CC(=O)NC1CCC(CC1)N1C(C=C(C2=C1N=C(N=C2)SC)C#C[Si](C(C)C)(C(C)C)C(C)C)=O)=O N-methyl-N'-[(1s,4s)-4-[2-(methylsulfanyl)-7-oxo-5-[2-(triisopropylsilyl)ethynyl]pyrido[2,3-d]pyrimidin-8-yl]cyclohexyl]propanediamide